C1(CC1)C(=O)NC1=NC=CC(=C1)OC1=C(C(=C(C=C1)NC(=O)C=1C(N(C=CC1)C1=CC=C(C=C1)F)=O)C)C N-{4-[(2-cyclopropaneamidopyridin-4-yl)oxy]-2,3-dimethylphenyl}-1-(4-fluorophenyl)-2-oxo-1,2-dihydropyridine-3-carboxamide